O[C@@H](C(=O)N1[C@@H]([C@@H]2[C@H](C1)CCC2)C(=O)N[C@@H](C[C@H]2C(NCC2)=O)C(COC(F)(F)F)=O)CC(C)C (1S,3ar,6as)-2-((R)-2-hydroxy-4-methylpentanoyl)-N-((S)-3-oxo-1-((S)-2-oxopyrrolidin-3-yl)-4-(trifluoromethoxy)butan-2-yl)octahydrocyclopenta[c]pyrrole-1-carboxamide